NC1=NC=NN2C1=C(C=C2C(C)C)C(=O)NC2=CC=C(C=C2)CCC 4-amino-7-isopropyl-N-(4-propylphenyl)pyrrolo[2,1-f][1,2,4]triazine-5-carboxamide